1,5-Bis[[tert-butyl(dimethyl)silyl]oxy]pentan-2-ol [Si](C)(C)(C(C)(C)C)OCC(CCCO[Si](C)(C)C(C)(C)C)O